ClC=1C=C(C(=NC1)OC)S(=O)(=O)NC1=C(C(=C(C=C1)F)CCC=1C=C2C(=CN1)NN=C2)F 5-chloro-N-[2,4-difluoro-3-(2-[1H-pyrazolo[3,4-c]pyridin-5-yl]ethyl)phenyl]-2-methoxypyridine-3-sulfonamide